1-ethyl-1H-1,2,3-triazole-5-carboxylic acid C(C)N1N=NC=C1C(=O)O